(3-(1-(2,2-Difluoroethyl)-1H-pyrazol-4-yl)-5-fluorophenyl)methanamine FC(CN1N=CC(=C1)C=1C=C(C=C(C1)F)CN)F